CC=1C=C(C(=O)OC2=C(C(=CC(=C2)Cl)C=NC2=CC(=CC(=C2)Cl)Cl)OC(C(C)C)=O)C=CC1 5-chloro-3-((3,5-dichlorophenylimino)-methyl)-2-(isobutyryl-oxy)phenyl 3-methyl-benzoate